C12(CC1)COC1=C2C(=CC=C1)OC1=CC=C(C=N1)N 6-((2H-spiro[benzofuran-3,1'-cyclopropan]-4-yl)oxy)pyridin-3-amine